5-{1-[(2,6-difluorophenyl)methyl]-5-[(dimethylamino)methyl]-3-(6-methoxypyridazin-3-yl)-2,4-dioxothieno[2,3-d]pyrimidin-6-yl}thiophene-2-carboxylic acid FC1=C(C(=CC=C1)F)CN1C(N(C(C2=C1SC(=C2CN(C)C)C2=CC=C(S2)C(=O)O)=O)C=2N=NC(=CC2)OC)=O